C(CCCCC)C(C(=O)OCCCCCCN(CCCCCCOC(=O)C(CCCCCCCC)CCCCCC)CCNCCCC(N(CCCCCC)CCCCCC)=O)CCCCCCCC 6-((2-(3-(N,N-dihexylcarbamoyl)propylamino)ethyl)(6-(1-hexylnonylcarbonyloxy)hexyl)amino)hexyl 2-hexyldecanoate